C(C)(C)(C)C1=NOC(=N1)C(=O)N[C@@H]1CCCC2=CC(=CC=C12)C1=C2C(=NC=C1)NC(=N2)C=2C=NN(C2)C2CC2 3-tert-butyl-N-[(1R)-6-[2-(1-cyclopropyl-1H-pyrazol-4-yl)-3H-imidazo[4,5-b]pyridin-7-yl]-1,2,3,4-tetrahydronaphthalen-1-yl]-1,2,4-oxadiazole-5-carboxamide